ClC=1C(=NC=CC1)N1N=C(C=C1C(=O)OCC)O Ethyl 2-(3-chloropyridin-2-yl)-5-hydroxypyrazole-3-carboxylate